(7R)-9-methyl-7-[(7-methyl-1H-indazol-5-yl)methyl]-6,13,16,26-tetraoxa-4,9,22,24-tetraazatetracyclo[18.6.2.21,4.023,27]triacontan-20(28),21,23(27)-triene-5,8,25-trione CN1C([C@H](OC(N2CCC3(OC(NC=4N=CC(CCCOCCOCCC1)=CC34)=O)CC2)=O)CC=2C=C3C=NNC3=C(C2)C)=O